3-(2-(2,4-dihydroxyphenyl)-6-(benzenesulfonyl)imidazo[4,5-d]pyrrolo[2,3-b]pyridine-1(6H)-yl)pyrrolidine OC1=C(C=CC(=C1)O)C1=NC=2C(=C3C(=NC2)N(C=C3)S(=O)(=O)C3=CC=CC=C3)N1C1CNCC1